ClC=1C(=C(C=CC1F)[C@H](NC(=O)N1[C@@H](C(NCC1)=O)C)[C@@H]1CC(CC1)(F)F)F (2R)-N-((R)-(3-chloro-2,4-difluorophenyl)((S)-3,3-difluorocyclopentyl)methyl)-2-methyl-3-oxopiperazine-1-carboxamide